C1(CC1)CCN1C(N(C(C12CCN(CC2)C2=CN=C1C(=N2)N(N=C1)CC(F)F)=O)C=1C=NC(=CC1)C(F)(F)F)=O 1-(2-cyclopropylethyl)-8-(1-(2,2-difluoroethyl)-1H-pyrazolo[3,4-b]pyrazin-6-yl)-3-(6-(trifluoromethyl)pyridin-3-yl)-1,3,8-triazaspiro[4.5]decane-2,4-dione